(2S,3R,4R)-1-acetyl-N-(2-((tert-butyldimethylsilyl)oxy)ethyl)-4-((5-fluoro-6-methylpyridin-2-yl)amino)-2,3-dimethyl-1,2,3,4-tetrahydroquinoline-6-carboxamide C(C)(=O)N1[C@H]([C@@H]([C@H](C2=CC(=CC=C12)C(=O)NCCO[Si](C)(C)C(C)(C)C)NC1=NC(=C(C=C1)F)C)C)C